ortho-carboxyl-benzaldehyde C(=O)(O)C1=C(C=O)C=CC=C1